CC1(OB(OC1(C)C)C1=CCC(CC1)CC(=O)O)C 4-(4,4,5,5-tetramethyl-1,3,2-dioxaborolan-2-yl)cyclohex-3-eneacetic acid